COC(CCCC1C(CC(N(C1)C(=O)OC(C)(C)C)=O)=O)OC tert-Butyl 5-(4,4-dimethoxybutyl)-2,4-dioxo-piperidine-1-carboxylate